FC1=CC=C(C=C1)[C@H](C(=O)NC1=NC=CC(=C1)C1=C(C=2C(N(C=CC2N1)C)=O)C1=CC=C(C=C1)F)C (2R)-2-(4-Fluorophenyl)-N-{4-[3-(4-fluorophenyl)-5-methyl-4-oxo-4,5-dihydro-1H-pyrrolo[3,2-c]pyridin-2-yl]pyridin-2-yl}propanamid